N[C@@H](CCC(=O)O)C(=O)[O-].N[C@@H](CCC(=O)O)C(=O)O.[Na+] sodium Glutamate (Glutamate)